CNC1=CC(=C2N3CCC[C@H]3CCCCC[C@](C3=NN=C(C1=N2)O3)(O)C(F)(F)F)C(F)(F)F (6R,12R)-20-(methylamino)-6,18-bis(trifluoromethyl)-22-oxa-3,4,16,21-tetraazatetracyclo[15.3.1.12,5.012,16]docosa-1(21),2,4,17,19-pentaen-6-ol